ClC=1C(=C(C(=CC1)F)[C@H](C1CCCC1)NC1=C(C=CC=C1)CCO)F (S)-2-(2-(((3-chloro-2,6-difluorophenyl)(cyclopentyl)methyl)amino)phenyl)ethan-1-ol